1-(2-(4-(2-(Dinonylamino)ethyl)piperazin-1-yl)ethyl)-N1,N2,N2-tridodecylethane-1,2-diamine C(CCCCCCCC)N(CCN1CCN(CC1)CCC(CN(CCCCCCCCCCCC)CCCCCCCCCCCC)NCCCCCCCCCCCC)CCCCCCCCC